C(=O)(OC(C)(C)C)NCCO 2-(boc-amino)-1-ethanol